CC1CN(CC(N1)C)C=1N=NC(=CN1)C1=C(C=C(C=C1)C1=NN(C=C1)C)O 2-[3-(3,5-dimethylpiperazin-1-yl)-1,2,4-triazin-6-yl]-5-(1-methyl-1H-pyrazol-3-yl)phenol